3-(2-(1H-imidazol-1-yl)ethyl)-5-amino-1,3,4-thiadiazol-2(3H)-one N1(C=NC=C1)CCN1C(SC(=N1)N)=O